[N+](=O)([O-])C=1C(=NC=C(C1)[N+](=O)[O-])NC1=CC=C(C=C1)NC(C)=O N-{4-[(3,5-Dinitropyridin-2-yl)amino]phenyl}acetamide